CC1=C(C=2N(C=C1C1=C(C=3N=C(SC3N1)N1CCC(CC1)N(C)CC)C(C)C)N=CN2)C 1-(5-(7,8-dimethyl-[1,2,4]triazolo[1,5-a]pyridin-6-yl)-6-isopropyl-4H-pyrrolo[3,2-d]thiazol-2-yl)-N-ethyl-N-methylpiperidin-4-amine